2,3,6,7,10,11-Hexahydro-1H,5H-cyclopenta(3,4)(1)benzopyrano(6,7,8-ij)quinolizin-12(9H)-one C1C=2C3=C(CCCN3CC1)C=C1C3=C(C(OC12)=O)CCC3